tert-butyl 3-bromo-4-chloro-1H-pyrrolo[3,2-c]pyridine-1-carboxylate BrC1=CN(C2=C1C(=NC=C2)Cl)C(=O)OC(C)(C)C